FC(C(=O)[O-])(F)F.FC(C(=O)[O-])(F)F.[Zn+2] zinc bis(tri-fluoroacetate)